1-(2-(4-Methoxyphenyl)-1,3-dioxan-5-yl)ethan-1-ol COC1=CC=C(C=C1)C1OCC(CO1)C(C)O